2-methylamino-4-phenoxy-1-Methacryloyloxynaphthalene CNC1=C(C2=CC=CC=C2C(=C1)OC1=CC=CC=C1)OC(C(=C)C)=O